1-(5-(5-(cyclopropylmethyl)-1-methyl-1H-pyrazol-4-yl)thiazol-2-yl)cyclohexane-1,4-diamine C1(CC1)CC1=C(C=NN1C)C1=CN=C(S1)C1(CCC(CC1)N)N